C(C)(C)N1C(CCC1)CCC(=O)NC=1C=C(C(=NC1)C)NC(=O)C=1C=NN2C1SC(=C2)C=2C=NN(C2)CCOC N-(5-(3-(1-isopropylpyrrolidin-2-yl)propanamido)-2-methylpyridin-3-yl)-2-(1-(2-methoxyethyl)-1H-pyrazol-4-yl)pyrazolo[5,1-b]thiazole-7-carboxamide